N-(4-(8-azabicyclo[3.2.1]octan-8-yl)-3-fluoro-5-methylphenyl)-2-(3-methoxy-3-methylazetidin-1-yl)-5-(2,2,2-trifluoroethyl)thiazole-4-carboxamide C12CCCC(CC1)N2C2=C(C=C(C=C2C)NC(=O)C=2N=C(SC2CC(F)(F)F)N2CC(C2)(C)OC)F